C(C)(C)(C)OC(=O)C12NCC(C1C(=O)O)C2 (tert-butoxycarbonyl)-2-azabicyclo[2.1.1]hexane-5-carboxylic acid